C(C)N(CCC=O)CC(C)C 3-[ETHYL(2-METHYLPROPYL)AMINO]PROPANAL